2-(2,5-dimethyl-1H-pyrrol-1-yl)acetic acid CC=1N(C(=CC1)C)CC(=O)O